(S)-N-methyl-3-(6-methyl-4-(trifluoromethyl)pyridin-2-yl)-2-oxo-N-(thieno[3,2-b]pyridin-5-yl)imidazolidine-4-carboxamide CN(C(=O)[C@H]1N(C(NC1)=O)C1=NC(=CC(=C1)C(F)(F)F)C)C1=CC=C2C(=N1)C=CS2